6H-Dibenzo(b,d)pyran C1=CC=CC=2OCC3=C(C21)C=CC=C3